(1H-pyrrolo[3,2-C]pyridin-2-yl)methylamine hydrochloride Cl.N1C(=CC=2C=NC=CC21)CN